2-(4-Fluorophenyl)-N-{4-[3-(4-fluorophenyl)-5-methyl-4-oxo-7-(2,2,2-trifluoroethyl)-4,5,6,7-tetrahydro-1H-pyrrolo[3,2-c]pyridin-2-yl]pyridin-2-yl}propanamide FC1=CC=C(C=C1)C(C(=O)NC1=NC=CC(=C1)C1=C(C=2C(N(CC(C2N1)CC(F)(F)F)C)=O)C1=CC=C(C=C1)F)C